((S)-1-ethyl-3-methyl-4-methylenepiperidin-3-yl)methanol C(C)N1C[C@@](C(CC1)=C)(C)CO